C(C)(C)(C)OC(=O)N[C@@H]1CN(CC[C@@H]1N1C(N(C2=NC(=NC=C2C1)NC1=CC=C(C=C1)N1CCN(CC1)C)C)=O)C(=O)OCC1=CC=CC=C1 |o1:8,13| benzyl rel-(3R,4S)-3-(tert-butoxycarbonylamino)-4-[1-methyl-7-[4-(4-methylpiperazin-1-yl)anilino]-2-oxo-4H-pyrimido[4,5-d]pyrimidin-3-yl]piperidine-1-carboxylate